6-Cyano-2-[1-[4-ethyl-3-(4-morpholino-1-piperidinyl)phenyl]-1-methyl-ethyl]-1H-indole-3-carboxylic acid C(#N)C1=CC=C2C(=C(NC2=C1)C(C)(C)C1=CC(=C(C=C1)CC)N1CCC(CC1)N1CCOCC1)C(=O)O